((3S)-1-(1-(pyridin-3-yl)ethyl)-3-(2-(thiophen-2-yl)ethyl)pyrrolidin-3-yl)methanol N1=CC(=CC=C1)C(C)N1C[C@@](CC1)(CCC=1SC=CC1)CO